NC[C@H](CC1=CC(=CC=C1)F)NC(C1=CC(=CC=C1)C1=C2N(C(NC2=NC=N1)=O)C)=O (S)-N-(1-amino-3-(3-fluorophenyl)propan-2-yl)-3-(7-methyl-8-oxo-8,9-dihydro-7H-purin-6-yl)benzamide